CC=1C=CC=C2C(=CC=NC12)NC[C@@H]1CC[C@H](CC1)C(=O)O trans-4-{[(8-methylquinolin-4-yl)amino]methyl}cyclohexane-1-carboxylic acid